C1CC12C(CNCC2)CCCCNC2=NC=CC(=N2)NC(C2=C(C=C(C=C2)Br)F)=O N-(2-((4-(6-azaspiro[2.5]octan-4-yl)butyl)amino)pyrimidin-4-yl)-4-bromo-2-fluorobenzamide